CC1=C(N=C(S1)NC1=NC=CC=C1)C1=NC=CC=C1 5-methyl-N,4-di(pyridin-2-yl)thiazol-2-amine